2-(2-((2-ethylhexyl)oxy)ethoxy)ethane-1-ol C(C)C(COCCOCCO)CCCC